FC=1C=CC(=C2CC[C@H](C12)OC1=CC=C(C=C1)C(CC(=O)O)C#CC)C=1C=NC=C(C1)OC1CCOCC1 3-(4-(((R)-7-fluoro-4-(5-((tetrahydro-2H-pyran-4-yl)oxy)pyridin-3-yl)-2,3-dihydro-1H-inden-1-yl)oxy)phenyl)hex-4-ynoic acid